N-propyl-2-aminobenzamide C(CC)NC(C1=C(C=CC=C1)N)=O